Methyl 4-amino-5-((tert-butoxycarbonyl)amino)thiophene-2-carboxylate NC=1C=C(SC1NC(=O)OC(C)(C)C)C(=O)OC